COC1=CC=C(C=C1)C1=C(C(N(C(=C1)C1=CC=CC=C1)C)=O)C#N 4-(4-methoxyphenyl)-1-methyl-2-Oxo-6-phenyl-1,2-dihydropyridine-3-carbonitrile